1,3a,4,10,11,11a-hexahydro-7H-dipyrrolo[3,4-b:3',4'-f][1,4,5]oxathiazonine-2(3H)-carboxylate C1N(CC2NSC=3C(OCCC21)=CNC3)C(=O)[O-]